C[Si](C1=CC=C(C=C1)C(=[Hf](C1C2=CC(=CC=C2C=2C=CC(=CC12)C)C)C1C=CC=C1)C1=CC=C(C=C1)[Si](C)(C)C)(C)C di(p-trimethylsilyl-phenyl)methylene(cyclopentadienyl)(2,7-dimethyl-9-fluorenyl)hafnium